(4-nitro-3-(piperazin-1-ylmethyl)phenyl)methanol [N+](=O)([O-])C1=C(C=C(C=C1)CO)CN1CCNCC1